CC=1C(=C(C(=C(C1)C)C)C)N=NC1=CC=CC=C1 4,4'-tetramethylazobenzene